C(C)C1(NC(N(C(C1)=O)[C@H]1C[C@@H](OC2=CC=C(C=C12)C(N[C@H]1CC(OC2=CC=CC=C12)(C)C)=O)COCCOCCOCCNC(OC(C)(C)C)=O)=N)CC tert-butyl N-[2-[2-[2-[[(2R,4S)-4-(4,4-diethyl-2-imino-6-oxo-hexahydropyrimidin-1-yl)-6-[[(4S)-2,2-dimethylchroman-4-yl]carbamoyl]chroman-2-yl]methoxy]ethoxy] ethoxy]ethyl]carbamate